N-(3-(2-(cyclopropanecarboxamido)pyridin-4-yl)-1H-indol-7-yl)-1H-pyrazole C1(CC1)C(=O)NC1=NC=CC(=C1)C1=CNC2=C(C=CC=C12)N1N=CC=C1